N1(CCNCC1)C1=C(C#N)C=CC(=C1)C=CC 2-(Piperazin-1-yl)-4-(prop-1-en-1-yl)benzonitrile